C(C1=CC=CC=C1)OC1=CC(=NC(=C1)C=C)Cl 4-benzyloxy-2-chloro-6-vinylpyridine